O[C@@H]1C(N([C@@H]([C@@H]1O)C(=O)N1CCCC2=C(C=CC=C12)C)C1=NC(=CC(=C1)C(F)(F)F)C)=O (3S,4S,5S)-3,4-dihydroxy-5-(5-methyl-1,2,3,4-tetrahydroquinolin-1-carbonyl)-1-(6-methyl-4-(trifluoromethyl)pyridin-2-yl)pyrrolidin-2-one